Methyl (2E,4E)-5-(4-hydroxyphenyl)penta-2,4-dienoate OC1=CC=C(C=C1)/C=C/C=C/C(=O)OC